CC1=C(C=CC=C1)C1=CC(=C(C=C1)CO)N1C[C@H](CC1)OC1=NC=C(C=C1)C(F)(F)F (S)-(2'-methyl-3-(3-(5-(trifluoromethyl)pyridin-2-yloxy)pyrrolidin-1-yl)biphenyl-4-yl)methanol